4-(1-(4-((2-Oxa-5-azabicyclo[2.2.2]octan-5-yl)methyl)-2-chlorophenyl)-1H-imidazol-4-yl)-N-(1-(methylsulfonyl)piperidin-4-yl)-5-(trifluoromethyl)pyrimidin-2-amine C12OCC(N(C1)CC1=CC(=C(C=C1)N1C=NC(=C1)C1=NC(=NC=C1C(F)(F)F)NC1CCN(CC1)S(=O)(=O)C)Cl)CC2